5-[3-(4-piperidylmethyl)azetidin-1-yl]pyridin-2-ol N1CCC(CC1)CC1CN(C1)C=1C=CC(=NC1)O